CS(=O)(=O)C=1OC=NN1 methylsulfonyl-1,3,4-oxadiazole